ClC1=CC(=NC(=C1)NC(C)C)C1(CC1)NC(CC(C)(O)C1=C(C=C(C=C1)F)F)=O N-(1-(4-chloro-6-(isopropylamino)pyridin-2-yl)cyclopropyl)-3-(2,4-difluorophenyl)-3-hydroxybutanamide